NC1=NC(=CC=C1O)OC Amino-6-methoxypyridin-3-ol